(4S)-1-(((3S)-1-((3-cyano-1-azetidinyl)sulfonyl)-3-piperidinyl)carbonyl)-4-fluoro-N-(4-(trifluoromethyl)benzyl)-D-prolinamide C(#N)C1CN(C1)S(=O)(=O)N1C[C@H](CCC1)C(=O)N1[C@H](C[C@@H](C1)F)C(=O)NCC1=CC=C(C=C1)C(F)(F)F